N1(CCOCC1)C=1OC2=C(C(C1)=O)C=CC=C2C2=CC=CC=C2 2-(4-Morpholinyl)-8-phenyl-4H-1-benzopyran-4-one